OC1=C(C(=O)OC)C=C(C=C1)O Methyl 2,5-dihydroxybenzoate